FC(COC=1C=C(C=O)C=CC1)(F)F 3-(2,2,2-trifluoroethoxy)benzaldehyde